O=C1NC(CCC1N1C(C2=CC=C(C=C2C1=O)N1CC2(C1)CN(C2)CC2CCNCC2)=O)=O 2-(2,6-dioxopiperidin-3-yl)-5-(6-(piperidin-4-ylmethyl)-2,6-diazaspiro[3.3]hept-2-yl)isoindoline-1,3-dione